5-(tert-butyl)-N-(8-(2-((1-methyl-1H-pyrazol-4-yl)amino)pyrimidin-4-yl)-2-(2,2,2-trifluoroethyl)-2,3,4,5-tetrahydro-1H-benzo[c]azepin-5-yl)-1,3,4-oxadiazole-2-carboxamide C(C)(C)(C)C1=NN=C(O1)C(=O)NC1C2=C(CN(CC1)CC(F)(F)F)C=C(C=C2)C2=NC(=NC=C2)NC=2C=NN(C2)C